N-(2-((1r,3r,5r,7r)-adamantan-2-ylamino)ethyl)-5-(4-chloro-phenyl)-1-isopropyl-4-methyl-1H-pyrazole-3-carboxamide C12C(C3CC(CC(C1)C3)C2)NCCNC(=O)C2=NN(C(=C2C)C2=CC=C(C=C2)Cl)C(C)C